7-(1-(2-Fluoro-6-methylphenyl)piperidin-4-yl)-8-methyl-5-(2-(trifluoromethyl)benzyl)pyrido[2,3-b]pyrazin-6(5H)-one FC1=C(C(=CC=C1)C)N1CCC(CC1)C1=C(C=2C(=NC=CN2)N(C1=O)CC1=C(C=CC=C1)C(F)(F)F)C